[Si](C1=CC=CC=C1)(C1=CC=CC=C1)(C(C)(C)C)OC1C(COC1)(C)N1CCC(CC1)C=1C=C2C=C(N=CC2=CC1Cl)NC(=O)C1C(C1)C1=NN(N=C1)C N-(6-(1-(4-((tert-butyldiphenylsilyl)oxy)-3-methyltetrahydrofuran-3-yl)piperidin-4-yl)-7-chloroisoquinolin-3-yl)-2-(2-methyl-2H-1,2,3-triazol-4-yl)cyclopropane-1-carboxamide